C1(=CC(=CC=C1)CC=1C(=O)NC(C1)=O)CC=1C(=O)NC(C1)=O m-xylylenebismaleimide